(2S,4S)-4-fluoro-1-[2-[(3S)-3-[[8-(trifluoromethyl)-4-quinolinyl]amino]pyrrolidin-1-yl]acetyl]pyrrolidine-2-carbonitrile F[C@H]1C[C@H](N(C1)C(CN1C[C@H](CC1)NC1=CC=NC2=C(C=CC=C12)C(F)(F)F)=O)C#N